(E)-N-(3-imino-3-(methylamino)propyl)-1-methyl-4-(1-methyl-4-(4-(2-(quinolin-3-yl)vinyl)benzamido)-1H-pyrrole-2-carboxamido)-1H-pyrrole-2-carboxamide N=C(CCNC(=O)C=1N(C=C(C1)NC(=O)C=1N(C=C(C1)NC(C1=CC=C(C=C1)\C=C\C=1C=NC2=CC=CC=C2C1)=O)C)C)NC